Octyl tridecanoate C(CCCCCCCCCCCC)(=O)OCCCCCCCC